C=CC(=CC=C)O 1,3,5-Hexatrien-3-ol